N-[1-(2-aminoethyl)-3-[6-(difluoromethoxy)-3,4-dihydro-2H-1,4-benzothiazin-7-yl]pyrazol-4-yl]pyrazolo[1,5-a]pyrimidine-3-carboxamide NCCN1N=C(C(=C1)NC(=O)C=1C=NN2C1N=CC=C2)C2=CC1=C(NCCS1)C=C2OC(F)F